N[NH-] monoaminoamide